C(C1=CC=CC=C1)O[C@H]1C[C@H]([C@@H](C1)NC(OC(C)(C)C)=O)O |r| tert-butyl N-[rac-(1R,2R,4R)-4-benzyloxy-2-hydroxy-cyclopentyl]carbamate